2,2'-ethylenebis(4,6-di-tert-amylphenol) monoacrylate C(C=C)(=O)OC1=C(C=C(C=C1C(C)(C)CC)C(C)(C)CC)CCC1=C(C(=CC(=C1)C(C)(C)CC)C(C)(C)CC)O